OC[C@@H]1C[C@@H](CN1)N1CCN(CC1)C(=O)OCC1=CC=CC=C1 benzyl 4-((3S,5S)-5-(hydroxymethyl)pyrrolidin-3-yl)piperazine-1-carboxylate